C1(C=CC(N1C1=CC=C(OC2=C(C=C(C(C)(C)C3=CC(=CC=C3)C(C3=CC(=C(C(=C3)C)OC3=CC=C(C=C3)N3C(C=CC3=O)=O)C)(C)C)C=C2C)C)C=C1)=O)=O 1,3-bis[4-(4-maleimidophenoxy)-3,5-dimethyl-α,α-dimethylbenzyl]benzene